C(C1=CC=CC=C1)(C1=CC=CC=C1)N1CC(N(C(C1)C)CC=1C=C2CN(C(C2=CC1)=O)C1C(NC(CC1)=O)=O)C 3-(5-((4-benzhydryl-2,6-dimethylpiperazin-1-yl)methyl)-1-oxoisoindolin-2-yl)piperidine-2,6-dione